C(C=C)(=O)NC1=CC=C(C=C1)N1N=C2C(NN=C(C2=C1C1=CC=C(C(=O)NC2CCC2)C=C1)N)=O 4-(2-(4-acrylamidophenyl)-4-amino-7-oxo-6,7-dihydro-2H-pyrazolo[3,4-d]pyridazin-3-yl)-N-cyclobutylbenzamide